CCCCC(O)(O)O Pentanetriol